3-(4-chloro-1-isopropyl-1H-pyrazolo[4,3-c]pyridin-3-yl)-5-cyclopropylisoxazole ClC1=NC=CC2=C1C(=NN2C(C)C)C2=NOC(=C2)C2CC2